S(CCC(C(=O)O)CC1=CC(=C(C(=C1)C(C)(C)C)O)C(C)(C)C)CCC(C(=O)O)CC1=CC(=C(C(=C1)C(C)(C)C)O)C(C)(C)C Thiodiethylenebis[3-(3,5-di-tert-butyl-4-hydroxyphenyl)propionic acid]